C(#N)C=1C=C(C=CC1F)NC(N(C)[C@H](C)C1=CNC(C2=CC(=C(C=C12)F)F)=O)=O (R)-3-(3-cyano-4-fluorophenyl)-1-(1-(6,7-difluoro-1-oxo-1,2-dihydroisoquinolin-4-yl)ethyl)-1-methylurea